2-((3-fluoro-4-((5-(3-hydroxypropyl)-5H-pyrrolo[3,2-d]pyrimidin-4-yl)oxy)phenyl)carbamoyl)-6-(4-fluorophenyl)pyridine 1-oxide FC=1C=C(C=CC1OC=1C2=C(N=CN1)C=CN2CCCO)NC(=O)C2=[N+](C(=CC=C2)C2=CC=C(C=C2)F)[O-]